BrC=1C=C(C(N(C1C)C)=O)C(=O)O 5-bromo-1,6-dimethyl-2-oxo-1,2-dihydropyridine-3-carboxylic acid